CC(C)(COP(=O)(O)OP(=O)(O)OC[C@@H]1[C@H]([C@H]([C@@H](O1)N2C=NC3=C(N=CN=C32)N)O)OP(=O)(O)O)[C@H](C(=O)NCCC(=O)NCCSC(=O)C(=O)O)O The molecule is an omega-carboxyacyl-CoA that results from the formal condensation of the thiol group of coenzyme A with one of the carboxy groups of oxalic acid. It has a role as an Escherichia coli metabolite. It derives from an oxalic acid. It is a conjugate acid of an oxalyl-CoA(5-).